(R)-5-(3,4-dichlorophenyl)-2-((1,1-dioxido-2,3-dihydrothiophen-3-yl)carbamoyl)pyridine 1-oxide ClC=1C=C(C=CC1Cl)C=1C=CC(=[N+](C1)[O-])C(N[C@H]1CS(C=C1)(=O)=O)=O